ClC1=CC=C(C(=N1)C(=O)O)N[C@H](C)C1=C2N=C(C(=NC2=CC(=C1)C)C#N)N1C[C@@H](OCC1)COC 6-chloro-3-(((R)-1-(2-cyano-3-((R)-2-(methoxymethyl)morpholino)-7-methylquinoxalin-5-yl)ethyl)amino)picolinic acid